C1(CCCCC1)N1N=C(C=C1)S(=O)(=O)N 1-Cyclohexyl-1H-pyrazole-3-sulfonamide